ClC=1C=C2C(=CC1Cl)NC([C@]21CN(CC1)C(=O)[C@@H]1CN[C@@H](C1)COC)=O (3S)-5,6-dichloro-1'-[(3S,5S)-5-(methoxymethyl)pyrrolidine-3-carbonyl]-1H-spiro[indol-3,3'-pyrrolidin]-2-one